cetyl-stearyl alcohol phosphate P(=O)(O)(O)OCCCCCCCCCCCCCCCCCCCCCCCCCCCCCCCCCC